[Na+].C(C(=C)C)(=O)OCCS(=O)(=O)[O-] 2-sulfoethyl methacrylate, sodium salt